Cl.ClC=1N=C(N2N=C(N=CC21)N[C@H]2[C@@H](CNCC2)O)CC(C)C (3R,4R)-4-{[5-chloro-7-(2-methylpropyl)imidazo[4,3-f][1,2,4]triazin-2-yl]amino}piperidin-3-ol hydrochloride